6-(8-(Benzo[d]thiazol-2-ylcarbamoyl)-3,4-dihydroisoquinolin-2(1H)-yl)picolinic acid S1C(=NC2=C1C=CC=C2)NC(=O)C=2C=CC=C1CCN(CC21)C2=CC=CC(=N2)C(=O)O